FC1(C(CC(CC1)=O)C=1C=NC(=CC1)OC)F 4,4-difluoro-3-(6-methoxypyridin-3-yl)cyclohexan-1-one